(rac)-pyridin-2-yl-(5-(pyridin-4-ylmethyl)-1H-imidazol-2-yl)methanol N1=C(C=CC=C1)[C@@H](O)C=1NC(=CN1)CC1=CC=NC=C1 |r|